C(C)(=O)O[C@H](C)CCC=C(C)C (2R)-6-methylhept-5-en-2-yl acetate